C(C)(C)(C)OC(=O)C1C(CC1)(C(=O)[O-])NNC(=O)OC(C)(C)C (tert-butoxycarbonyl)[((tert-butoxycarbonyl)amino)amino]cyclobutane-1-carboxylate